ClC=1C(=NC(=NC1)N)NC1=C(C=CC=C1)P(=O)(C)C [5-chloro-4-(2-dimethylphosphorylanilino)pyrimidine-2-yl]amine